6-(4-methoxybenzyl)-3-methyl-2,3,4,6-tetrahydropyrido[2,3-d]pyridazin-5(1H)-one COC1=CC=C(CN2N=CC3=C(C2=O)CC(CN3)C)C=C1